boronic acid hydrochloride Cl.B(O)O